Trit-butylphosphonium tetrafluoroborate F[B-](F)(F)F.C(C)(C)(C)[PH+](C(C)(C)C)C(C)(C)C